(S)-2-(4-fluoro-3,5-dimethylphenyl)-4-methyl-3-(2-sulfoxy-2,3-dihydro-1H-imidazol-1-yl)-2,4,6,7-tetrahydro-5H-pyrazolo[4,3-c]pyridine-5-carboxylic acid tert-butyl ester C(C)(C)(C)OC(=O)N1[C@H](C=2C(CC1)=NN(C2N2C(NC=C2)OS(=O)(=O)O)C2=CC(=C(C(=C2)C)F)C)C